C(C)(C)(C)OC(=O)N[C@H](CC(=O)OCC1=CC=CC=C1)C#N benzyl (R)-3-((tert-butoxycarbonyl)amino)-3-cyanopropanoate